OC1=C(C(=O)NC=2C=CC(=C(C(=O)OC)C2)O)C=C(C(=C1)C(=O)NC1=CC(=C(C=C1)O)C(=O)OC)O methyl 5-(2,5-dihydroxy-4-(4-hydroxy-3-(methoxycarbonyl) phenylaminocarbonyl) benzamido)-2-hydroxybenzoate